N-((R)-1-(3-(difluoromethyl)-2-fluorophenyl)ethyl)-6-(((S)-3-(dimethylamino)pyrrolidin-1-yl)sulfonyl)-2-methylpyrido[3,4-d]pyrimidine-4-amine FC(C=1C(=C(C=CC1)[C@@H](C)NC=1C2=C(N=C(N1)C)C=NC(=C2)S(=O)(=O)N2C[C@H](CC2)N(C)C)F)F